NC1=CC=C(C=C1)C=1C=NN(C1NC(O[C@H](C)C1=C(C=CC=C1)Cl)=O)C (1R)-1-(2-chlorophenyl)ethyl N-[4-(4-aminophenyl)-1-methyl-1H-pyrazol-5-yl]carbamate